N-(3-Acetamido-4-methylphenyl)-3-(4-chloro-2-methylphenyl)-1-methyl-1H-indazole-5-carboxamide C(C)(=O)NC=1C=C(C=CC1C)NC(=O)C=1C=C2C(=NN(C2=CC1)C)C1=C(C=C(C=C1)Cl)C